ClC=1C(=NC(=NC1)NC1CCOCC1)C1=CC=C2CN(C(C2=C1)=O)[C@@H](C(=O)N[C@@H](C)C1=CC(=NC=C1)N1CCC(CC1)N(C)C)C (2R)-2-(6-{5-chloro-2-[(oxan-4-yl)amino]pyrimidin-4-yl}-1-oxo-2,3-dihydro-1H-isoindol-2-yl)-N-[(1S)-1-{2-[4-(dimethylamino)piperidin-1-yl]pyridin-4-yl}ethyl]propanamide